OC=1C(=C(C(=CC1)C)N1C=NC2=C(C1=O)C=C(N2S(=O)(=O)C2=CC=C(C)C=C2)C=2C=NC(=NC2)OC)C 3-(3-hydroxy-2,6-dimethylphenyl)-6-(2-methoxypyrimidin-5-yl)-7-tosyl-3,7-dihydro-4H-pyrrolo[2,3-d]pyrimidin-4-one